ClC1=NC=C2C(=N1)N(C(N(C2)C2=C(C=CC=C2C)F)=O)[C@@H]2CC[C@H](CC2)NC(OC(C)(C)C)=O trans-tert-butyl N-[4-[7-chloro-3-(2-fluoro-6-methyl-phenyl)-2-oxo-4H-pyrimido[4,5-d]pyrimidin-1-yl]cyclohexyl]carbamate